(4-Bromo-5-methyl-1-(tetrahydro-2H-pyran-2-yl)-1H-pyrazol-3-yl)methanol BrC=1C(=NN(C1C)C1OCCCC1)CO